4-(2-((3S,8aR)-7-(3-chloro-2-fluoro-6-(1H-tetrazol-1-yl)phenyl)-5-oxo-1,2,3,5,8,8a-hexahydroindolizin-3-yl)-1H-imidazol-5-yl-4-d)-3-fluoropicolinic acid ClC=1C(=C(C(=CC1)N1N=NN=C1)C1=CC(N2[C@@H](CC[C@@H]2C1)C=1NC(=C(N1)[2H])C1=C(C(=NC=C1)C(=O)O)F)=O)F